ribofuranose OC1[C@H](O)[C@H](O)[C@H](O1)CO